2-[7-(4-methyl-4-azaspiro[2.5]oct-7-yl)-7H-pyrrolo[2,3-c]pyridazin-3-yl]-5-(1H-1,2,3-triazol-1-yl)phenol hydrochloride Cl.CN1C2(CC2)CC(CC1)N1C=CC2=C1N=NC(=C2)C2=C(C=C(C=C2)N2N=NC=C2)O